tert-Butyl 4-ethynylthiazolidine-3-carboxylate C(#C)C1N(CSC1)C(=O)OC(C)(C)C